C(C1=CC=CC=C1)OC1=C(C(=O)OC)C=C(C(=C1)OC)Cl methyl 2-(benzyloxy)-5-chloro-4-methoxybenzoate